4-((2-(6-methoxypyridin-3-yl)-2,3-dihydrobenzo[b][1,4]dioxin-6-yl)methyl)-N-methylpyridine-2-carboxamide COC1=CC=C(C=N1)C1COC2=C(O1)C=CC(=C2)CC2=CC(=NC=C2)C(=O)NC